N-(3-(((1r,3r,5r,7r)-dispiro[adamantane-2,3'-[1,2,4,5]tetraoxane-6',1''-cyclohexan]-4''-yl)amino)propyl)-2-(1-(pyridin-2-yl)ethylidene)hydrazine-1-carbothioamide C12(CCC(CC1)NCCCNC(=S)NN=C(C)C1=NC=CC=C1)OOC1(OO2)C2CC3CC(CC1C3)C2